CC1(OCCC2=C1NN=C2C(=O)O)C 7,7-dimethyl-4,5-dihydro-1H-pyrano[3,4-c]pyrazole-3-carboxylic acid